N[C@H](CC(=O)N(C)C)C (3S)-3-amino-N,N-dimethylbutanamide